(1S,3R,4S,5R)-3-((5-fluoro-4-(6-(2-hydroxypropan-2-yl)-3,7-dimethylthieno[3,2-b]pyridin-2-yl)pyrimidin-2-yl)amino)-6,8-dioxabicyclo[3.2.1]octan-4-ol FC=1C(=NC(=NC1)N[C@@H]1C[C@H]2CO[C@@H]([C@H]1O)O2)C2=C(C1=NC=C(C(=C1S2)C)C(C)(C)O)C